NC(CC=1N(C(=C(N1)OC)OC)C)C 2-aminopropyl-4,5-dimethoxy-1-methylimidazole